2-(1-bromo-3-oxo-4,6,7,8-tetrahydro-3H-9-oxa-2-thia-4-azabenzo[cd]azulen-5-yl)acetonitrile BrC=1SC2=C3C(CCCOC13)=C(NC2=O)CC#N